CC=1N=C(SC1C)NC(=O)C=1C=C(C=CC1C)NCCOCCOCCOCCOCCOCCOCCC(=O)O ((3-((4,5-dimethylthiazol-2-yl)carbamoyl)-4-methylphenyl)amino)-3,6,9,12,15,18-hexaoxa-heneicosane-21-oic acid